C(C)(C)(C)OC(=O)N1CC(C(CC1)O)C tert-butyl-4-hydroxy-3-methyl-piperidine-1-carboxylate